tert-butyl (2S,4S)-2-(tert-butyl)-4-methyl-4-(4-((2-oxo-1-(3-(2-oxoethyl)phenyl)-1,2-dihydropyrimidin-4-yl)carbamoyl)piperazine-1-carbonyl)oxazolidine-3-carboxylate C(C)(C)(C)[C@@H]1OC[C@](N1C(=O)OC(C)(C)C)(C(=O)N1CCN(CC1)C(NC1=NC(N(C=C1)C1=CC(=CC=C1)CC=O)=O)=O)C